1-[4-(dimethylsilyl)phenyl]-1-[4-(N,N-dimethylamino)phenyl]ethene C[SiH](C1=CC=C(C=C1)C(=C)C1=CC=C(C=C1)N(C)C)C